[Cu].SC1=NC=CC=C1 2-mercaptopyridine copper salt